NCCCCCC(=O)OCC(=O)[C@]1(CC[C@H]2[C@@H]3C[C@@H](C4=CC(C=C[C@@]4([C@H]3[C@H](C[C@]12C)O)C)=O)C)O 2-((6S,8S,9S,10R,11S,13S,14S,17R)-11,17-dihydroxy-6,10,13-trimethyl-3-oxo-6,7,8,9,10,11,12,13,14,15,16,17-dodecahydro-3H-cyclopenta[a]phenanthren-17-yl)-2-oxoethyl 6-aminohexanoate